OC=1C(C=2C=C(C=C3C=CC=C(C1)C23)C2=CC=C(C=C2)OC)=O 2-Hydroxy-8-(4-methoxyphenyl)-1H-phenalen-1-one